N1=CC(=CC=C1)C1=CC(=CC=C1)C1(CC(=CC(=C1)C=1C=C(C=CC1)C=1C=NC=CC1)C=1C=C(C=CC1)C=1C=NC=CC1)C=CC(=O)OCCC(CN=C=O)OC(C=C)=O 1,3,5-tris[(3-pyridyl)benzene-3-yl]benzeneacryloxyethyl-(acryloyloxyethyl) isocyanate